ClC=1C(=NC=CC1)N1C(NC(C2=CC=C(C=C12)C1CC1)=O)=O 1-(3-Chloropyridin-2-yl)-7-cyclopropylquinazoline-2,4(1H,3H)-dione